(R)-6-chloro-7-(2-(((3-chloropyridin-2-yl)oxy)methyl)pyrrolidin-1-yl)-1-(1-methyl-piperidin-4-yl)-4-oxo-1,4-dihydro-quinoline-3-carboxylic acid ClC=1C=C2C(C(=CN(C2=CC1N1[C@H](CCC1)COC1=NC=CC=C1Cl)C1CCN(CC1)C)C(=O)O)=O